2-[4-[(E)-3-[4-[5-[(3S)-3-(2,4-Difluorophenyl)-3-hydroxy-5-(4H-imidazol-4-yl)pentan-2-yl]sulfanyl-1,3-dioxan-2-yl]phenyl]-3-oxoprop-1-enyl]phenyl]acetonitrile FC1=C(C=CC(=C1)F)[C@](C(C)SC1COC(OC1)C1=CC=C(C=C1)C(/C=C/C1=CC=C(C=C1)CC#N)=O)(CCC1N=CN=C1)O